(2S)-N-[(1s)-1-Cyano-2-{4-[3-(cyclopropylmethyl)-2-oxo-2,3-dihydro-1,3-benzoxazol-5-yl]phenyl}ethyl]-1,4-oxazepane-2-carboxamide C(#N)[C@H](CC1=CC=C(C=C1)C=1C=CC2=C(N(C(O2)=O)CC2CC2)C1)NC(=O)[C@H]1OCCCNC1